C12(CC(C1)C2)C2=CC=C(C(=O)O)C=C2 4-(1-bicyclo[1.1.1]pentanyl)benzoic acid